4-(4-methoxy-2-oxo-2,3-dihydro-1H-1,3-benzodiazol-1-yl)-N-(6-methoxy-5-methylpyridin-3-yl)cyclohexane-1-carboxamide COC1=CC=CC=2N(C(NC21)=O)C2CCC(CC2)C(=O)NC=2C=NC(=C(C2)C)OC